CN(C(\C=C\C1=CC2=C(NC(CN2)=O)N=C1)=O)CC=1OC2=C(C1C)C=CC=C2 (E)-N-methyl-N-((3-methylbenzofuran-2-yl)methyl)-3-(3-oxo-1,2,3,4-tetrahydropyrido[2,3-b]pyrazin-7-yl)acrylamide